N-(3-Chloro-5-(3-chloro-5-fluorophenoxy)phenyl)-5-(2-(methylsulfonyl)propan-2-yl)benzo[b]thiophen-2-carboxamid ClC=1C=C(C=C(C1)OC1=CC(=CC(=C1)F)Cl)NC(=O)C1=CC2=C(S1)C=CC(=C2)C(C)(C)S(=O)(=O)C